2-(2,1-benzisothiazol-5-yl)-4,4,5,5-tetramethyl-1,3,2-dioxaborolane N=1SC=C2C1C=CC(=C2)B2OC(C(O2)(C)C)(C)C